FC1=CC(=CC2=C1NC(=N2)C2CCNCC2)C=2C=C(C=1N(N2)C=C(N1)C)C 6-(7-fluoro-2-(piperidin-4-yl)-1H-benzo[d]imidazol-5-yl)-2,8-dimethylimidazo[1,2-b]pyridazine